2,5-dichloro-N4-methyl-N6-(3-((3-methyl-4-nitro-1-(tetrahydro-2H-pyran-3-yl)-1H-pyrazol-5-yl)oxy)propyl)pyrimidine-4,6-diamine ClC1=NC(=C(C(=N1)NC)Cl)NCCCOC1=C(C(=NN1C1COCCC1)C)[N+](=O)[O-]